C(#N)C1=CC=C(CNC2=NC=C(C=N2)C(=O)OCC)C=C1 Ethyl 2-((4-cyanobenzyl)amino)pyrimidine-5-carboxylate